C[Si](OCCCO[Si](C)(C)C)(C)C 1,3-bis(trimethylsiloxy)propane